C(C)(C)C1=C(C(=CC=C1)C(C)C)NC(=O)[N-]S(=O)(=O)\C=C\C1(N(CCC1)C)C (E)-((2,6-diisopropylphenyl)carbamoyl)((2-(1,2-dimethylpyrrolidin-2-yl)vinyl)sulfonyl)amid